3-cyclopropyl-1-(3-methoxy-2,6-dimethylbenzyl)-4-methyl-6-(methylthio)pyridazin-1-ium C1(CC1)C=1N=[N+](C(=CC1C)SC)CC1=C(C(=CC=C1C)OC)C